(2S)-2-({[(9H-fluoren-9-yl)methoxy]carbonyl}(methyl)amino)-6-{methyl[(prop-2-en-1-yloxy)carbonyl]amino}hexanoic acid C1=CC=CC=2C3=CC=CC=C3C(C12)COC(=O)N([C@H](C(=O)O)CCCCN(C(=O)OCC=C)C)C